2,3-dimethoxy-7,7-dimethyl-8,10-bis(trifluoromethyl)-7H-benzo[c]fluoren-5-ol COC1=CC2=C(C(=CC=3C(C=4C(=CC(=CC4C23)C(F)(F)F)C(F)(F)F)(C)C)O)C=C1OC